C(C=C)(=O)OCCOCCC(OC1=CCCC1)OC1=CCCC1 dicyclopentenyloxypropyloxyethyl acrylate